Methyl 2-((3-(4-bromo-6-chloro-1-(tetrahydro-2H-pyran-2-yl)-1H-indazol-5-yl)prop-2-yn-1-yl)oxy)acetate BrC1=C2C=NN(C2=CC(=C1C#CCOCC(=O)OC)Cl)C1OCCCC1